C(C1=CC=CC=C1)NC benzyl-(methyl)ammonia